COC(CCCCCCCCCCCCC)=O.C(C(C(C(C(C(C(C(C(C(C(C(C(C([2H])([2H])[2H])([2H])[2H])([2H])[2H])([2H])[2H])([2H])[2H])([2H])[2H])([2H])[2H])([2H])[2H])([2H])[2H])([2H])[2H])([2H])[2H])([2H])[2H])([2H])[2H])(=O)O myristic acid-d27 Methyl-myristate